CN1C(N(C2=C1C=C(C=C2)C#N)C=2C=NC(=CC2)N[C@@H]2C[C@H](CC2)NC2=NC=C(N=C2)C)=O 3-Methyl-1-(6-(((1S,3S)-3-((5-methylpyrazin-2-yl)amino)cyclopentyl)amino)pyridin-3-yl)-2-oxo-2,3-dihydro-1H-benzo[d]imidazole-5-carbonitrile